C(#N)C1=CC(=C(COC2=CN=CC(=N2)N2C[C@@H](N(CC2)CC2=NC3=C(N2C[C@H]2OCC2)C=C(C=C3)C(=O)OC)C)C=C1)F methyl 2-(((S)-4-(6-((4-cyano-2-fluorobenzyl) oxy) pyrazin-2-yl)-2-methylpiperazin-1-yl) methyl)-1-(((S)-oxetan-2-yl) methyl)-1H-benzo[d]imidazole-6-carboxylate